(1S,3aR,6aS)-2-(1H-indole-2-carbonyl)-hexahydro-1H-cyclopenta[c]pyrrole N1C(=CC2=CC=CC=C12)C(=O)N1C[C@@H]2[C@H](C1)CCC2